2-amino-3-methyl-6-chloroformyl-quinoline NC1=NC2=CC=C(C=C2C=C1C)C(=O)Cl